ClC1=C(C=CC=C1)C=1C(=NN2C1CCCC2)C(=O)OC methyl 3-(2-chlorophenyl)-4,5,6,7-tetrahydropyrazolo[1,5-a]pyridine-2-carboxylate